(R)-4-[3-acetyl-5-chloro-2-ethoxy-6-fluorophenyl]pyrrolidin-2-one C(C)(=O)C=1C(=C(C(=C(C1)Cl)F)[C@H]1CC(NC1)=O)OCC